C(C)(C)(C)C1=CC=C(C=C1)NCCOCCO 2-(2-((4-(Tert-butyl)phenyl)amino)ethoxy)ethan-1-ol